CN1N=CC(=C1)C=1C=C2C=NC=NN2C1 6-(1-methyl-1H-pyrazol-4-yl)pyrrolo[2,1-f][1,2,4]triazin